CC1(CC(=C(C#N)C=C1)N)[N+](=O)[O-] 4-methyl-amino-4-nitrobenzonitrile